(1R,3S)-3-(3-{[(1-methyl-1H-pyrazol-3-yl)acetyl]amino}-1H-pyrazol-5-yl)cyclopentyl propan-2-ylcarbamate CC(C)NC(O[C@H]1C[C@H](CC1)C1=CC(=NN1)NC(CC1=NN(C=C1)C)=O)=O